ClC1NN2C3C4(CCNC3CNC2C1)CC4 4'-chloro-2',3',7',10'-tetraazaspiro[cyclopropane-1,13'-tricyclo[7.4.0.02,6]tridecane]